6-(4-Methylpyridin-3-yl)-2H-benzo[b][1,4]oxazin-3(4H)-one CC1=C(C=NC=C1)C1=CC2=C(OCC(N2)=O)C=C1